hydroxy-2-methylazetidin ON1C(CC1)C